4-((4-((2,6-Dioxopiperidin-3-yl)amino)-2-fluorophenyl)piperazin-1-ylmethyl)piperidine-1-carboxylic acid tert-butyl ester C(C)(C)(C)OC(=O)N1CCC(CC1)C(N1CCNCC1)C1=C(C=C(C=C1)NC1C(NC(CC1)=O)=O)F